C(#N)C1=CC2=C(N=C(S2)COC2=CC=CC(=N2)N2CCN(CC2)CC2=NC3=C(N2C[C@H]2OCC2)C=C(C=C3)C(=O)OC)C=C1 (S)-methyl 2-((4-(6-((6-cyanobenzo[d]thiazol-2-yl)methoxy)pyridin-2-yl)piperazin-1-yl)methyl)-1-(oxetan-2-ylmethyl)-1H-benzo[d]imidazole-6-carboxylate